BrC1=NN(N=C1)CCOC1OCCCC1 4-bromo-2-(2-tetrahydropyran-2-yloxyethyl)triazole